6-amino-4-(3-chloro-4-(pyridin-2-ylmethoxy)phenoxy)-7-ethoxy-2-ethylquinoline-3-carbonitrile NC=1C=C2C(=C(C(=NC2=CC1OCC)CC)C#N)OC1=CC(=C(C=C1)OCC1=NC=CC=C1)Cl